1-(4-fluoro-3-methylphenyl)-5-hydroxy-2-methyl-1H-indole FC1=C(C=C(C=C1)N1C(=CC2=CC(=CC=C12)O)C)C